N4-(2-(dimethylamino)ethyl)-N2-(3-(trifluoromethyl)phenethyl)quinazoline-2,4-diamine CN(CCNC1=NC(=NC2=CC=CC=C12)NCCC1=CC(=CC=C1)C(F)(F)F)C